6-(methylsulfinyl)-1,2-dihydro-3H-pyrazolo[3,4-d]Pyrimidine-3-one CS(=O)C1=NC=C2C(=N1)NNC2=O